(4-amino-1,3-dihydrofuro[3,4-c][1,7]naphthyridin-8-yl)-[(3R,5S)-3-isobutyl-5-[4-(trifluoromethyl)phenyl]morpholin-4-yl]methanone NC1=NC=2C=NC(=CC2C2=C1COC2)C(=O)N2[C@@H](COC[C@@H]2C2=CC=C(C=C2)C(F)(F)F)CC(C)C